(methylthio)adenosine CS[C@@]1([C@H](O)[C@H](O)[C@@H](CO)O1)N1C=NC=2C(N)=NC=NC12